3-[4-[1-[2-(methylamino)ethyl]-4-piperidyl]anilino]piperidine-2,6-dione CNCCN1CCC(CC1)C1=CC=C(NC2C(NC(CC2)=O)=O)C=C1